6-[(2S)-2-aminopropyl]-2-chloro-N-[(furan-2-yl)methyl]-7H-pyrrolo[2,3-d]pyrimidin-4-amine N[C@H](CC1=CC2=C(N=C(N=C2NCC=2OC=CC2)Cl)N1)C